4-amino-7-fluoro-N-[[2-fluoro-4-(trifluoromethyl)phenyl]methyl]-N-[(3R)-1-methyl-2-oxo-pyrrolidin-3-yl]imidazo[1,5-a]quinoxaline-8-carboxamide NC=1C=2N(C3=CC(=C(C=C3N1)F)C(=O)N([C@H]1C(N(CC1)C)=O)CC1=C(C=C(C=C1)C(F)(F)F)F)C=NC2